N1=CC=C(C=C1)C=1C=NN2C1N=CC=C2 3-(4-pyridinyl)-pyrazolo[1,5-a]pyrimidine